(S)-1-(5-methylisoxazol-3-yl)-N-(2,3,6-trifluoro-4-((3-(2-(piperidin-3-ylamino)pyrimidin-4-yl)pyridin-2-yl)oxy)phenyl)methanesulfonamide CC1=CC(=NO1)CS(=O)(=O)NC1=C(C(=C(C=C1F)OC1=NC=CC=C1C1=NC(=NC=C1)N[C@@H]1CNCCC1)F)F